hexamethylenebismethacrylamide C(C(=CCCCCCCC=C(C(=O)N)C)C)(=O)N